C(C)(C)(C)[C@@H]1CC=2C=C3C(=NC2CC1)SC(=N3)C(=O)N[C@H](CC[NH+]3CCC(CC3)O)C3=CC=C(C=C3)C=3N(N=CC3)C |r| rac-(7S)-7-tert-butyl-N-[rac-(1R)-3-(4-hydroxypiperidin-1-ium-1-yl)-1-[4-(2-methylpyrazol-3-yl)phenyl]propyl]-5,6,7,8-tetrahydrothiazolo[5,4-b]quinoline-2-carboxamide